CC(C)(S(=O)C(C(=O)O)(C)N)S(=O)C(C(=O)O)(C)N 3'-(propane-2,2-diylbis(sulfinyl))bis(2-aminopropionic acid)